N-(3-(3-fluoropiperidin-1-yl)-1H-pyrazol-4-yl)pyrazolo[1,5-a]pyrimidine-3-carboxamide FC1CN(CCC1)C1=NNC=C1NC(=O)C=1C=NN2C1N=CC=C2